4,4'-diacetyldiphenylurea-bis(guanylhydrazone) C/C(=N\N=C(N)N)/C1=CC=C(C=C1)NC(=O)NC2=CC=C(C=C2)/C(=N/N=C(N)N)/C